Bis(4-chloro-6-(2-(prop-2-yn-1-yloxy)ethoxy)-1,3,5-triazin-2-yl)butane-1,4-diamine ClC1=NC(=NC(=N1)OCCOCC#C)C(CCCN)(N)C1=NC(=NC(=N1)Cl)OCCOCC#C